N-lauryl-N,N-dimethyl-N-(2-hydroxy-1-sulfopropyl)ammonium C(CCCCCCCCCCC)[N+](C(C(C)O)S(=O)(=O)O)(C)C